FC(C=1C=CC=2N(N1)C(=CN2)C2=CC(=NC=N2)N2CC1(C2)OCCN(C1)S(=O)(=O)N)F 2-(6-(6-(difluoromethyl)imidazo[1,2-b]pyridazin-3-yl)pyrimidin-4-yl)-5-oxa-2,8-diazaspiro[3.5]nonane-8-sulfonamide